Cl.BrC1=CC(=CC=2C(=C3C(=NC12)CCC3)N)Br 5,7-dibromo-1H,2H,3H-cyclopenta[b]quinoline-9-amine hydrochloride